N-[rac-(1S)-1-[[(3-amino-3-oxo-propyl)-[rac-(2S)-2-chloro-2-fluoro-acetyl]amino]carbamoyl]-3-methyl-butyl]imidazo[1,2-a]pyridine-2-carboxamide NC(CCN(C([C@@H](F)Cl)=O)NC(=O)[C@H](CC(C)C)NC(=O)C=1N=C2N(C=CC=C2)C1)=O |r|